C(CCCC)C1CCC(CC1)C1CCC(CC1)CC (trans)-4-pentyl-4'-ethyl-1,1'-bicyclohexane